4,7-bis(5-(7-bromo-2-(5-decylpentadecyl)-[1,2,3]triazolo[4,5-c]pyridin-4-yl)thiophen-2-yl)benzo[c][1,2,5]thiadiazole BrC=1C=2C(C(=NC1)C1=CC=C(S1)C1=CC=C(C3=NSN=C31)C=3SC(=CC3)C3=NC=C(C=1C3=NN(N1)CCCCC(CCCCCCCCCC)CCCCCCCCCC)Br)=NN(N2)CCCCC(CCCCCCCCCC)CCCCCCCCCC